BrC=1C=CC(=NC1)N1CC[C@@H](C1)OC1=NC=CC=C1 (3S,4S)-1-(5-bromopyridin-2-yl)-4-(pyridin-2-yloxy)pyrrolidine